C(C)(=O)C=1C(OC2=C(C1N1CCOCC1)C=CC(=C2)NC2=NC=C(C(=C2)C2=C(C=C(C=C2)F)OC)F)=O 3-acetyl-7-{[5-fluoro-4-(4-fluoro-2-methoxyphenyl)pyridin-2-yl]amino}-4-morpholinyl-2H-benzopyran-2-one